COC1C(C[C@H](N1C(=O)OC(C)(C)C)C(=O)OC)(C)C 1-(Tert-butyl) 2-methyl (2S)-5-methoxy-4,4-dimethylpyrrolidine-1,2-dicarboxylate